chloro-flavone ClC1=C(OC2=CC=CC=C2C1=O)C1=CC=CC=C1